methyl 2-piperazin-1-ylacetate dihydrochloride Cl.Cl.N1(CCNCC1)CC(=O)OC